ClC=1C=2N(C=C(C1)C(C)(F)F)C=CN2 8-Chloro-6-(1,1-difluoroethyl)imidazo[1,2-a]pyridine